[[2-[(2S,5R)-5-methyl-2-[3-(trifluoromethyl)phenyl]-1-piperidyl]-2-oxo-acetyl]amino]pyridine-3-carboxamide C[C@@H]1CC[C@H](N(C1)C(C(=O)NC1=NC=CC=C1C(=O)N)=O)C1=CC(=CC=C1)C(F)(F)F